CC1=NNC(=C1)C1=NSC=2C1=NC(=CC2C2OCCC(C2)C#N)N2[C@@H](COCC2)C [3-(3-methyl-1H-pyrazol-5-yl)-5-[(3R)-3-methylmorpholin-4-yl]-[1,2]Thiazolo[4,5-b]Pyridin-7-yl]Tetrahydropyran-4-carbonitrile